C(OCC(F)F)(OCF)=O (2,2-difluoroethyl) (fluoromethyl) carbonate